4-(3,5-difluoropyridin-2-yloxy)benzonitrile FC=1C(=NC=C(C1)F)OC1=CC=C(C#N)C=C1